NC1=NC2=C(C=3N1N=C(N3)C3=NC=CC=C3)C(=C(N2CCN2CCN(CC2)C2=CC=C(C=C2)OCC(=O)O)C(=O)O)Cl 5-amino-7-(2-(4-(4-(carboxymethoxy)phenyl)piperazin-1-yl)ethyl)-9-chloro-2-(pyridin-2-yl)-7H-pyrrolo[3,2-e][1,2,4]triazolo[1,5-c]pyrimidine-8-carboxylic acid